BrC=1C(=C(OCCC(C(=O)OCC)F)C(=CC1)C)F ethyl 4-(3-bromo-2-fluoro-6-methylphenoxy)-2-fluorobutanoate